(1s,4s)-4-(6-(2-(Azetidin-1-yl)ethoxy)-4-methyl-1-oxoisoindolin-2-yl)-N-(3-methoxy-4-methylphenyl)cyclohexanecarboxamide N1(CCC1)CCOC1=CC(=C2CN(C(C2=C1)=O)C1CCC(CC1)C(=O)NC1=CC(=C(C=C1)C)OC)C